piperazine-1,4-diylbis((6-(phenylamino)pyridin-2-yl)methanone) N1(CCN(CC1)C(=O)C1=NC(=CC=C1)NC1=CC=CC=C1)C(=O)C1=NC(=CC=C1)NC1=CC=CC=C1